ClC1=C(C=C(C=C1)F)C1(N(S(C2=C1C(=CC=C2)[N+](=O)[O-])(=O)=O)CC2=CC=C(C=C2)OC)O 3-(2-Chloro-5-fluorophenyl)-3-hydroxy-2-(4-methoxybenzyl)-4-nitro-2,3-dihydrobenzo[d]isothiazole-1,1-Dioxide